C(C(C([2H])([2H])[2H])N1CCN(CC1)[C@@H]1CN(CC1)C(=O)OCC1=CC=CC=C1)([2H])([2H])[2H] Benzyl (S)-3-(4-(propan-2-yl-1,1,1,3,3,3-d6)piperazin-1-yl)pyrrolidine-1-carboxylate